ethyl-4-nitro-1-(tetrahydro-2H-pyran-2-yl)-1H-pyrazole-3-carboxylate C(C)OC(=O)C1=NN(C=C1[N+](=O)[O-])C1OCCCC1